CN1[C@H](CCC1)C=1N=C2N(C=C(C=C2)NC(=O)C2=CN=C(O2)C2=CC=CC=C2)C1 |r| rac-N-[2-(1-methylpyrrolidin-2-yl)imidazo[1,2-a]pyridin-6-yl]-2-phenyl-1,3-oxazole-5-carboxamide